3-({3-[(2R,4R)-4-({[1-(2,2-difluoro-1,3-benzodioxol-5-yl)cyclopropyl]carbonyl}amino)-7-methyl-3,4-dihydro-2H-chromen-2-yl]benzoyl}amino)-1-methylcyclopentanecarboxylic acid FC1(OC2=C(O1)C=CC(=C2)C2(CC2)C(=O)N[C@@H]2C[C@@H](OC1=CC(=CC=C21)C)C=2C=C(C(=O)NC1CC(CC1)(C(=O)O)C)C=CC2)F